C1(=CC=CC=C1)C=1OC(CN1)C=1C=C(C=CC1)C 2-phenyl-5-(3-tolyl)-4,5-dihydrooxazole